COC=1C=C(C=CC1COC1=C(C=C(C=C1)C)C(F)(F)F)C1C=2C(NC(C1)=O)=NNC2 (+)-4-(3-Methoxy-4-{[4-methyl-2-(trifluoromethyl)phenoxy]methyl}phenyl)-2H,4H,5H,6H,7H-pyrazolo[3,4-b]pyridin-6-on